OC1=C(C=C(C=C1C)/C=C/C(=O)C=1OC2=C(C1C)C=CC(=C2)SC)C (E)-3-(4-hydroxy-3,5-dimethylphenyl)-1-(3-methyl-6-(methylthio)benzofuran-2-yl)prop-2-en-1-one